1-oxa-8-azaspiro[4.5]decan-3-one, hydrochloride salt Cl.O1CC(CC12CCNCC2)=O